Methyl 1-t-butoxycarbonyl-4-methylpiperidine-4-carboxylate C(C)(C)(C)OC(=O)N1CCC(CC1)(C(=O)OC)C